(1-(6-((2-amino-2-oxo-1-phenylethyl)thio)-3,5-dicyano-4-ethylpyridin-2-yl)-3,3-Difluoropiperidin-4-yl)carbamic acid tert-butyl ester C(C)(C)(C)OC(NC1C(CN(CC1)C1=NC(=C(C(=C1C#N)CC)C#N)SC(C(=O)N)C1=CC=CC=C1)(F)F)=O